2-(acryloyloxy)ethyl 1,3-dioxo-1,3-dihydroisobenzofuran-5-carboxylate O=C1OC(C2=CC(=CC=C12)C(=O)OCCOC(C=C)=O)=O